CC(CCCN(C)C)N1CCN(CC1)C 4-methyl-4-(4-methylpiperazin-1-yl)butyl-dimethylamine